(S)-1-(3,3-difluoro-1-(1H-pyrazolo[3,4-b]pyridin-5-yl)piperidin-4-yl)-1-methyl-3-(1-methyl-2-oxo-5-(trifluoromethyl)-1,2-dihydropyridin-3-yl)urea FC1(CN(CC[C@@H]1N(C(=O)NC=1C(N(C=C(C1)C(F)(F)F)C)=O)C)C=1C=C2C(=NC1)NN=C2)F